3-cyanoacrylic acid C(#N)C=CC(=O)O